O=C1NC(CCC1N1C(C2=CC=C(C=C2C1=O)CN1CCN(CC1)C=1N=C(C2=C(N1)C=CS2)N2CCOCC2)=O)=O 2-(2,6-dioxopiperidin-3-yl)-5-((4-(4-morpholinothieno[3,2-d]pyrimidin-2-yl)piperazin-1-yl)methyl)isoindoline-1,3-dione